C(C)(C)(C)C=1N=C(OC1)C(=O)NCC1=C(C=C(C=C1)C1=CC(=NC=C1)NC(=O)C1CC1)C 4-(tert-butyl)-N-(4-(2-(cyclopropanecarboxamido)pyridin-4-yl)-2-methylbenzyl)oxazole-2-carboxamide